2-(trifluoromethyl)-5,6-dihydro-[1,2,4]triazolo[1,5-a]pyrazine-7(8H)-carboxamide FC(C1=NN2C(CN(CC2)C(=O)N)=N1)(F)F